(2S,6S)-4-(3-Bromoimidazo[1,2-b]pyridazin-6-yl)-2,6-dimethylmorpholine BrC1=CN=C2N1N=C(C=C2)N2C[C@@H](O[C@H](C2)C)C